bis(1-octyloxy-2,2,6,6-tetramethylpiperidyl) sebacate C(CCCCCCCCC(=O)OC1C(N(C(CC1)(C)C)OCCCCCCCC)(C)C)(=O)OC1C(N(C(CC1)(C)C)OCCCCCCCC)(C)C